FC(C)(F)C1=NC(=CC(=N1)N1N=C(C=2C=NC(=CC21)CC(=O)N)N2CC(CC2)(C)N(C)C)C (1-(2-(1,1-difluoroethyl)-6-methylpyrimidin-4-yl)-3-(3-(dimethylamino)-3-methylpyrrolidin-1-yl)-1H-pyrazolo[4,3-c]pyridin-6-yl)acetamide